(R)-((S)-2-cyclopropyl-2-(3-(((1r,4S)-4-(2-fluoro-5-methoxyphenyl)cyclohexyl)methoxy)phenyl)ethyl)(methyl)phosphinic acid C1(CC1)[C@H](CP(O)(=O)C)C1=CC(=CC=C1)OCC1CCC(CC1)C1=C(C=CC(=C1)OC)F